((1S)-6,7-dichloro-8-methoxy-1-methyl-2,3-dihydro-1H-pyrrolo[3,4-c]quinolin-3-yl)methanol hydrochloride Cl.ClC1=C(C(=CC=2C3=C(C=NC12)C(N[C@H]3C)CO)OC)Cl